4-(cyclobutoxymethyl)-5-oxo-oxazolidine-3-carboxylic acid benzyl ester C(C1=CC=CC=C1)OC(=O)N1COC(C1COC1CCC1)=O